tert-butyl ((1-(4-(2,6-dioxopiperidin-3-yl)phenyl)piperidin-4-yl)methyl)carbamate O=C1NC(CCC1C1=CC=C(C=C1)N1CCC(CC1)CNC(OC(C)(C)C)=O)=O